COC1=C(C=NC=C1)C1=CC2=C(C(=N1)C)C=NN2C2=CC(=CC(=N2)C2N(CCC2)C(C=C)=O)N2[C@@H]([C@H](C2)CS(=O)(=O)C)C 1-(2-(6-(6-(4-methoxypyridin-3-yl)-4-methyl-1H-pyrazolo[4,3-c]pyridin-1-yl)-4-((2R,3S)-2-methyl-3-((methylsulfonyl)methyl)azetidin-1-yl)pyridin-2-yl)pyrrolidin-1-yl)prop-2-en-1-one